trans-1-{{4-{[(7-trifluoromethylquinolin-4-yl)amino]methyl}cyclohexyl}formyl}-4-(2-methylphenyl)piperazine FC(C1=CC=C2C(=CC=NC2=C1)NC[C@@H]1CC[C@H](CC1)C(=O)N1CCN(CC1)C1=C(C=CC=C1)C)(F)F